6-(4-aminopiperidin-1-yl)-2-(4-cyano-3-fluorophenyl)-3-(1-methyl-1H-indazol-5-yl)isonicotinic acid NC1CCN(CC1)C=1N=C(C(=C(C(=O)O)C1)C=1C=C2C=NN(C2=CC1)C)C1=CC(=C(C=C1)C#N)F